(5'S,7a'R)-5'-(2,5-difluorophenyl)-1-(pyrazolo[1,5-a]pyrimidin-7-yl)tetrahydro-3'H-spiro[piperidine-4,2'-pyrrolo[2,1-b][1,3]oxazol]-3'-one FC1=C(C=C(C=C1)F)[C@@H]1CC[C@H]2OC3(C(N21)=O)CCN(CC3)C3=CC=NC=2N3N=CC2